7-fluoro-4-(8-fluoro-2-(((2R,7aS)-2-fluorotetrahydro-1H-pyrrolizin-7a(5H)-yl)methoxy)-4-(piperidin-1-yl)-6-(trifluoromethyl)quinazolin-7-yl)benzo[d]thiazol-2-amine FC1=CC=C(C=2N=C(SC21)N)C2=C(C=C1C(=NC(=NC1=C2F)OC[C@]21CCCN1C[C@@H](C2)F)N2CCCCC2)C(F)(F)F